(2S)-3-(1H-indol-3-yl)-N-[[1-(4-methoxyphenyl)cyclohexyl]methyl]-2-[(4-nitrophenyl)carbamoyl]propylamine N1C=C(C2=CC=CC=C12)C[C@@H](CNCC1(CCCCC1)C1=CC=C(C=C1)OC)C(NC1=CC=C(C=C1)[N+](=O)[O-])=O